5-(4-chlorophenyl)-5-((4-methoxybenzyl)oxy)-2,5-dihydro-3H-imidazo[2,1-a]isoindole ClC1=CC=C(C=C1)C1(N2C(C3=CC=CC=C13)=NCC2)OCC2=CC=C(C=C2)OC